2-morpholinyl-4'-(2-hydroxyethylthio)-2-methyl-propiophenone N1(CCOCC1)C(C(=O)C1=CC=C(C=C1)SCCO)(C)C